tert-butyl 6-(((4-nitro-1-((2-(trimethylsilyl)ethoxy)methyl)-1H-pyrazol-3-yl)oxy)methyl)-2-azaspiro[3.3]heptane-2-carboxylate [N+](=O)([O-])C=1C(=NN(C1)COCC[Si](C)(C)C)OCC1CC2(CN(C2)C(=O)OC(C)(C)C)C1